CC1(NC(CC(C1)OCCCCCCCCCOC1OCCCC1)(C)C)C 2,2,6,6-tetramethyl-4-((9-((tetrahydro-2H-pyran-2-yl)oxy)nonyl)oxy)piperidine